2-amino-3,5-dibromo-6-(cyclopropylmethyl)pyrazine NC1=NC(=C(N=C1Br)Br)CC1CC1